C(C=C)C1(C(=O)OCCCC1)CC=C α,α-diallyl-ε-caprolactone